methyl maleate vinyl-acetate C(=C)CC(=O)O.C(\C=C/C(=O)O)(=O)OC